Ethyl (S)-3-(3-(4-Hydroxy-1,5-dimethyl-2-oxo-1,2-dihydropyridin-3-yl)ureido)-3-(6-methylbiphenyl-3-yl)propanoat OC1=C(C(N(C=C1C)C)=O)NC(N[C@@H](CC(=O)OCC)C=1C=C(C(=CC1)C)C1=CC=CC=C1)=O